(Z)-2-fluoro-3-(pyridin-2-yl)acrylic acid F\C(\C(=O)O)=C/C1=NC=CC=C1